C[C@H]1N(C[C@@H](CC1)C)C(C(=O)NC=1C=C(C(=NC1)NC(OC(C)(C)C)=O)C)=O tert-butyl N-[5-[[2-[(2R,5R)-2,5-dimethyl-1-piperidyl]-2-oxo-acetyl]amino]-3-methyl-2-pyridyl]carbamate